CN1C(N(C2=C1C(=CC=C2)CN2CC(C2)OC2CCNCC2)C2C(NC(CC2)=O)=O)=O 3-[3-methyl-2-oxo-4-[[3-(4-piperidyloxy)azetidin-1-yl]methyl]benzimidazol-1-yl]piperidine-2,6-dione